C1(CC1)N(CCC(C(=O)O)NC(=O)OCC1=NC=CC=C1)CCCCC1=NC=2NCCCC2C=C1 4-[cyclopropyl-[4-(5,6,7,8-tetrahydro-1,8-naphthyridin-2-yl)butyl]amino]-2-(2-pyridylmethoxycarbonylamino)butanoic acid